tert-butyl 4-[2-chloro-4-[[5-[4-[1-[2-(difluoromethoxy)ethyl]-3-methyl-pyrazol-4-yl]-2,3-difluoro-phenyl]-1-methyl-imidazole-2-carbonyl]amino]benzoyl]piperazine-1-carboxylate ClC1=C(C(=O)N2CCN(CC2)C(=O)OC(C)(C)C)C=CC(=C1)NC(=O)C=1N(C(=CN1)C1=C(C(=C(C=C1)C=1C(=NN(C1)CCOC(F)F)C)F)F)C